2-chloro-6,7-dimethylquinoline-3-carbonitrile ClC1=NC2=CC(=C(C=C2C=C1C#N)C)C